S1C(=CC=C1)CNC(=O)[C@]12[C@@H]([C@@H]3[C@H](C=N1)[C@@H](CN3CC(C)C)C2)CC(C)C |o1:9,10,11,12,15| (3S*,3aR*,6S*,7R*,7aR*)-N-(2-thienyl)methyl-1,7-diisobutyl-1,2,3,3a,7,7a-hexahydro-6H-3,6-methanopyrrolo[3,2-c]pyridine-6-carboxamide